N-[2-(5-amino-1,3,4-thiadiazol-2-yl)-4-chloro-6-methylphenyl]-3-bromo-1-(3-chloro-2-pyridyl)-1H-pyrazole-5-carboxamide NC1=NN=C(S1)C1=C(C(=CC(=C1)Cl)C)NC(=O)C1=CC(=NN1C1=NC=CC=C1Cl)Br